ClC1=CC=C(C=C1)\N=N\C1=CC=CC=C1 (E)-1-(4-chlorophenyl)-2-phenyl-diazene